BrC=1C=C2C(=CC1)C(N(C[C@]21[C@H](C1)F)CC(=O)NC1=NC=C(C=N1)C)=O 2-[(2's,4r)-6-bromo-2'-fluoro-1-oxospiro[3H-isoquinoline-4,1'-cyclopropane]-2-yl]-N-(5-methylpyrimidin-2-yl)acetamide